[Co](=O)=O.[Mn].[Ni].[Li] lithium-nickel-manganese-cobalt dioxide